ClC1=CC(=C(COC2=NC=3CN(CCC3C=C2C=O)C(=O)OC(C)(C)C)C=C1)F tert-butyl 2-((4-chloro-2-fluorobenzyl)oxy)-3-formyl-5,8-dihydro-1,7-naphthyridine-7(6H)-carboxylate